18F-fluorothymidine CC1=CN(C(=O)NC1=O)C2CC(C(O2)CO)[18F]